(4aS,8aS)-7-(5-Cyclohexylthiazol-2-yl)-8-oxooctahydro-2,7-naphthyridin C1(CCCCC1)C1=CN=C(S1)N1CC[C@@H]2CCNC[C@H]2C1=O